(2-chloro-3-methoxyphenyl)-[3-[4-(difluoromethyl)phenyl]-3,4,6,7,9,9a-hexahydro-1H-pyrazino[2,1-c][1,4]oxazin-8-yl]methanone ClC1=C(C=CC=C1OC)C(=O)N1CC2COC(CN2CC1)C1=CC=C(C=C1)C(F)F